N-[(1S)-1-(dicyclopropylmethyl)-2-[4-(2,4-dimethylpyrazol-3-yl)-3-hydroxy-anilino]-2-oxo-ethyl]-2-(2-hydroxy-1-methyl-ethyl)pyrazole-3-carboxamide C1(CC1)C([C@@H](C(=O)NC1=CC(=C(C=C1)C=1N(N=CC1C)C)O)NC(=O)C=1N(N=CC1)C(CO)C)C1CC1